S(N)(OC[C@H]1OC(O[C@@H]1C1=C(C=CC=C1)[N+](=O)[O-])=O)(=O)=O ((4R,5R)-5-(2-nitrophenyl)-2-oxo-1,3-dioxolan-4-yl)methyl sulfamate